7-amino-6-chloro-N-((5-(difluoromethyl)-2-pyridinyl)methyl)-N-((1R)-1-(2-pyrimidinyl)ethyl)-1,8-naphthyridine-3-carboxamide NC1=C(C=C2C=C(C=NC2=N1)C(=O)N([C@H](C)C1=NC=CC=N1)CC1=NC=C(C=C1)C(F)F)Cl